5-(1H-pyrrol-1-yl)nicotinic acid N1(C=CC=C1)C=1C=NC=C(C(=O)O)C1